C(C)C1(COC1)COCC1=CC=C(C=C1)COCC1(COC1)CC 1,4-bis[{(3-ethyloxetane-3-yl)methoxy}methyl]benzene